(N-benzoyl-L-p-fluorophenylalanyl)-L-phenylalaninol C(C1=CC=CC=C1)(=O)N[C@@H](CC1=CC=C(C=C1)F)C(=O)N[C@@H](CC1=CC=CC=C1)CO